O1C[C@H](NCCC1)C1=C2CC(NC2=CC=C1)=O |r| (+-)-4-(1,4-oxazepan-3-yl)indolin-2-one